N-(2-fluoro-4-((1-(6-methylpyridin-3-yl)-1H-pyrazol-3-yl)oxy)phenyl)-6-(piperidine-4-Oxy)quinazolin-4-amine trifluoroacetate salt FC(C(=O)O)(F)F.FC1=C(C=CC(=C1)OC1=NN(C=C1)C=1C=NC(=CC1)C)NC1=NC=NC2=CC=C(C=C12)OC1CCNCC1